C(#N)C=1C=C(C=CC1)[C@H]1CC[C@H](CC1)OC[C@@H]1NCCC[C@@H]1NS(=O)(=O)C N-(cis-2-(((cis-4-(3-cyanophenyl)cyclohexyl)oxy)methyl)-piperidin-3-yl)methanesulfonamide